4-[4-(trifluoromethyl)-1H-imidazol-2-yl]benzonitrile FC(C=1N=C(NC1)C1=CC=C(C#N)C=C1)(F)F